dichloromethyl-thiophosphine t-butyl-(E)-(4-aminobut-2-en-1-yl)carbamate C(C)(C)(C)N(C(O)=O)C\C=C\CN.ClC(SP)Cl